NC1=C(C=CC=C1)N(C1=NC=C(C=C1)N)C1COC1 N-(2-aminophenyl)-N2-(oxetan-3-yl)pyridine-2,5-diamine